BrC=1C(=NC(=NC1N)NC1=C(C=C(C(=C1)C)N1CCC(CC1)N1CCN(CC1)C)OC)NC=1C=CC=C2C=CN(C12)S(=O)(=O)C 5-bromo-N2-(2-methoxy-5-methyl-4-(4-(4-methylpiperazin-1-yl)piperidin-1-yl)phenyl)-N4-(1-(methylsulfonyl)indol-7-yl)pyrimidine-2,4,6-triamine